CC=1C=C(C=C(C1)C)NC(C1=CC(=CC(=C1)C)C)=O N-(3,5-dimethylphenyl)-3,5-dimethylbenzamide